COC1=C(C=CC(=C1)OC1=CC=CC=C1)NC(=O)NC1=CC=CC=C1 1-(2-methoxy-4-phenoxyphenyl)-3-phenylurea